5-cyclopentyl-7-oxo-bicyclo[2.2.1]Hept-2-ene C1(CCCC1)C1C2C=CC(C1)C2=O